2,4,6-trimethylbenzoyl-diphenyl-phenyl-phosphine oxide CC1=C(C(=O)C2=C(C=CC=C2)P(C2=CC=CC=C2)(C2=CC=CC=C2)=O)C(=CC(=C1)C)C